6-(cyclopropanecarboxamido)-4-((2-methoxy-3-(1-(1-(methoxymethyl)cyclobutyl)-1H-pyrazol-4-yl)phenyl)amino)pyridazine-3-carboxamide C1(CC1)C(=O)NC1=CC(=C(N=N1)C(=O)N)NC1=C(C(=CC=C1)C=1C=NN(C1)C1(CCC1)COC)OC